C(C1=CC=CC=C1)(=O)O[C@@H]1N[C@H](CC2=CC(=CC=C12)OC)C ((1S,3S)-6-methoxy-3-methyl-1,2,3,4-tetrahydroisoquinolin-1-yl) benzoate